Cyclopropanesulfonic acid (5-{6-[2-(2-cyano-7-fluoro-4-methoxy-indol-1-yl)-ethylamino]-pyrimidin-4-yl}-3-ethoxy-thiophene-2-carbonyl)-amide C(#N)C=1N(C2=C(C=CC(=C2C1)OC)F)CCNC1=CC(=NC=N1)C1=CC(=C(S1)C(=O)NS(=O)(=O)C1CC1)OCC